4-Chloro-3-(2,4-dioxo-1,3-diazinan-1-yl)-5-fluorobenzoic acid ClC1=C(C=C(C(=O)O)C=C1F)N1C(NC(CC1)=O)=O